11-amino-3-cyclopropyl-7-isopropyl-4,5,6,7-tetrahydroisoxazolo[4'',3'':6',7']cyclohepta-[1',2':4,5]pyrrolo[2,3-d]pyrimidin-4-ol NC=1C2=C(N=CN1)N(C1=C2C=2C(C(CC1)O)=C(ON2)C2CC2)C(C)C